ClC1=C(C(=O)O)C=C(C=C1)C1=CC2=C(N(C[C@H](N(S2(=O)=O)C)C2CCCCC2)C2=CC=CC=C2)C=C1OC1=C(C=CC=C1)F (R)-2-chloro-5-(3-cyclohexyl-7-(2-fluorophenoxy)-2-methyl-1,1-dioxido-5-phenyl-2,3,4,5-tetrahydrobenzo[f][1,2,5]thiadiazepin-8-yl)benzoic acid